(o-tolylsulfonyl)butanamide C1(=C(C=CC=C1)S(=O)(=O)C(C(=O)N)CC)C